CC=1C=C(C=CC1C)N1N=C(/C(/C1=O)=N/NC=1C(=C(C=CC1)C1=CC(=CC=C1)C(=O)O)O)C (Z)-3'-(2-(1-(3,4-dimethylphenyl)-3-methyl-5-oxo-1,5-dihydro-4H-pyrazol-4-ylidene)hydrazino)-2'-hydroxybiphenyl-3-carboxylic acid